Methyl 3-((methylsulfonyl)oxy)pyrrolidine-1-carboxylate CS(=O)(=O)OC1CN(CC1)C(=O)OC